ClC1=CC(=C(CNC(C2=CC(=CC=C2)C=O)=O)C=C1)C(F)(F)F N-(4-chloro-2-(trifluoromethyl)benzyl)-3-formylbenzamide